4-bromo-1-(2-chlorophenyl)-1H-pyrazol-3-amine BrC=1C(=NN(C1)C1=C(C=CC=C1)Cl)N